2-[(3-Fluorooxetan-3-yl)methyl]-8-methyl-N-[(2S)-tetrahydrofuran-2-ylmethyl]-4,5-dihydro-2H-furo[2,3-g]indazole-7-carboxamide FC1(COC1)CN1N=C2C3=C(CCC2=C1)OC(=C3C)C(=O)NC[C@H]3OCCC3